FC=1C(=C(C=CC1F)[C@@H]1[C@H](O[C@@H]([C@H]1C)C)C(=O)NC1=CC(=NC=C1)C(=O)N)OC (2S,3R,4S,5R)-4-[[3-(3,4-Difluoro-2-methoxy-phenyl)-4,5-dimethyl-tetrahydrofuran-2-carbonyl]amino]-pyridin-2-carboxamid